3-bromopropyl-benzene BrCCCC1=CC=CC=C1